tert-butyl (S)-2-((diphenylmethylene)amino)-4-oxopentanoate C1(=CC=CC=C1)C(C1=CC=CC=C1)=N[C@H](C(=O)OC(C)(C)C)CC(C)=O